tri(n-propylcyclopentadienyl)yttrium (III) C(CC)C1(C=CC=C1)[Y](C1(C=CC=C1)CCC)C1(C=CC=C1)CCC